2,4,6-trimethylpyridine nitrogen [N].CC1=NC(=CC(=C1)C)C